3,3,5-Trimethylcyclohexylsalicylat CC1(CC(CC(C1)C)OC=1C(C(=O)[O-])=CC=CC1)C